1-methyl-1-propane-sulphonic acid CC(CC)S(=O)(=O)O